C1=CC=NC=2C3=C(C=CC12)C=1N=C2C=4C(=CC=C2C1C=C3)N=C3C=CC=CC34 indolocarbazoloquinoline